The molecule is an hepoxilin anion that is the conjugate base of 11(S)-hydroxy-14(S),15(S)-hepoxilin A3, arising from deprotonation of the carboxylic acid group; major species at pH 7.3. It is a conjugate base of an 11(S)-hydroxy-14(S),15(S)-hepoxilin A3. CCCCC[C@H]1[C@@H](O1)/C=C/[C@H](C/C=C\\C/C=C\\CCCC(=O)[O-])O